S(OC1=CC(=C(C=C1)\N=N\C1=CC=C(C=C1)NC(C)=O)F)(=O)(=O)F (E)-4-((4-acetamidophenyl)diazenyl)-3-fluorophenyl sulfurofluoridate